(2S,5S)-5-[(benzyloxy) amino]-piperidine-2-formate C(C1=CC=CC=C1)ON[C@H]1CC[C@H](NC1)C(=O)[O-]